tert-Butyl 4-methoxy-1-oxa-6-azaspiro[2.5]octane-6-carboxylate COC1C2(CO2)CCN(C1)C(=O)OC(C)(C)C